(1-(5-methoxy-4-nitro-2-vinylphenyl)piperidin-4-yl)-1,4-oxazepine COC=1C(=CC(=C(C1)N1CCC(CC1)C=1OC=CC=NC1)C=C)[N+](=O)[O-]